OC1=CC=C2[C@H]([C@H](COC2=C1)C1=CC=CC=C1)C1=CC=C(C=C1)N1CCN(CC1)CC=1C=C2CN(C(C2=CC1)=O)C1C(NC(CC1)=O)=O 3-(5-((4-(4-((3S,4R)-7-hydroxy-3-phenylchroman-4-yl)phenyl)piperazin-1-yl)methyl)-1-oxoisoindoline-2-yl)piperidine-2,6-dione